benzo[b][1,4]oxazine-2-carboxylic acid O1C2=C(N=CC1C(=O)O)C=CC=C2